2-((1r,4R)-4-(difluoromethoxy)cyclohexylamino)-4-((1R,2R)-2-hydroxycyclopentylamino)pyrimidine-5-carboxamide FC(OC1CCC(CC1)NC1=NC=C(C(=N1)N[C@H]1[C@@H](CCC1)O)C(=O)N)F